1-Cyclopropylmethylimidazolidin-2-imine Hydrobromide Br.C1(CC1)CN1C(NCC1)=N